C(C)(C)(C)OC(=O)N[C@H](C(=O)OCC1=CC=CC=C1)CC1=CC=C(C=C1)C=C benzyl (2S)-2-(tert-butoxycarbonylamino)-3-(4-vinylphenyl)propanoate